3-(5-cyclopropyl-2-methylpyrazol-3-yl)oxy-4-[4-(3-hydroxypropylamino)pyridin-2-yl]benzonitrile C1(CC1)C=1C=C(N(N1)C)OC=1C=C(C#N)C=CC1C1=NC=CC(=C1)NCCCO